CC1=CC=C2C(=N1)CC1(CCNCC1)C2=O 2-methylspiro[cyclopenta[b]pyridine-6,4'-piperidin]-5(7H)-one